CN1[C@@H](CCC1)COC=1C=NC=CC1CN 1-(3-[[(2S)-1-methylpyrrolidin-2-yl]methoxy]pyridin-4-yl)methanamine